C(C1=CC=CC=C1)C1=C(C(NC2=CC=C(C=C12)Cl)=O)C=1CC(N(N1)C(CCC(=O)O)=O)C1=CC=C(C=C1)Br 4-[5-(4-benzyl-6-chloro-2-oxo-1H-quinolin-3-yl)-3-(4-bromophenyl)-3,4-dihydropyrazol-2-yl]-4-oxo-butanoic acid